ClC1=C(C=C(O[C@H](C(=O)OC)C(C)C)C=C1)CN1C(=C(C2=CC(=CC=C12)C(N[C@@H](C)C1=CC(=CC=C1)C(C)C)=O)C)C (S)-Methyl 2-(4-chloro-3-((5-(((S)-1-(3-isopropylphenyl)ethyl)carbamoyl)-2,3-dimethyl-1H-indol-1-yl)methyl)phenoxy)-3-methylbutanoate